N-(3-(8-((3S,5S)-5-((dimethylamino)methyl)morpholin-3-yl)-3-(2,2,2-trifluoroethyl)imidazo[1,2-a]pyridin-2-yl)prop-2-yn-1-yl)-2-methoxy-4-(methylsulfonyl)aniline CN(C)C[C@H]1COC[C@@H](N1)C=1C=2N(C=CC1)C(=C(N2)C#CCNC2=C(C=C(C=C2)S(=O)(=O)C)OC)CC(F)(F)F